5,10-dihydro-5,10-diisopropylphenazine C(C)(C)N1C=2C=CC=CC2N(C2=CC=CC=C12)C(C)C